BrOBr bromooxide